naphthalene-1,4-diboronic acid C1(=CC=C(C2=CC=CC=C12)B(O)O)B(O)O